N1(CCCCCC1)S(=O)(=O)C=1C=C(C=CC1C)NC([C@@H](C)N1N=CC(=C(C1=O)Cl)Cl)=O (R)-N-(3-(azepan-1-ylsulfonyl)-4-methylphenyl)-2-(4,5-dichloro-6-oxopyridazin-1(6h)-yl)propanamide